2,5-DIOXO-AZOLIN O=C1NC(C=C1)=O